(Z)-2-(4-((3-(2-cyclopropyl-6-(trifluoromethyl)pyridin-4-yl)-1H-1,2,4-triazol-1-yl)methylene)-3-(2-hydroxyethyl)-2,5-dioxoimidazolin-1-yl)acetic acid C1(CC1)C1=NC(=CC(=C1)C1=NN(C=N1)\C=C\1/N(C(N(C1=O)CC(=O)O)=O)CCO)C(F)(F)F